4-[6-(4,4-difluoro-1-piperidyl)-4-methyl-2-pyridyl]-2-methyl-but-3-yn-2-ol FC1(CCN(CC1)C1=CC(=CC(=N1)C#CC(C)(O)C)C)F